2-(2-(1-(3,4-difluorophenyl)-6-oxopiperidin-2-yl)-7-(3,5-dimethylisoxazol-4-yl)imidazo[1,2-a]pyridin-3-yl)thiazole-4-carbonitrile FC=1C=C(C=CC1F)N1C(CCCC1=O)C=1N=C2N(C=CC(=C2)C=2C(=NOC2C)C)C1C=1SC=C(N1)C#N